C(C)(C)(C)C=1C(=CC(=C(C(=O)N2CC3=CC=CC(=C3C2)N(C(\C=C\CN(C)C)=O)C)C1)O)F (E)-N-(2-(5-(tert-Butyl)-4-fluoro-2-hydroxybenzoyl)isoindolin-4-yl)-4-(dimethylamino)-N-methylbut-2-enamide